FC=1C=C(C=CC1NC1=NC=C(C(=N1)C1=C2OC[C@@H](N3C(=NC(C(=C1)F)=C32)COC)C)F)N3C(COCC3)=O (S)-4-(3-fluoro-4-((5-fluoro-4-(8-fluoro-2-(methoxymethyl)-3-methyl-3,4-dihydro-5-oxa-1,2a-diazaacenaphthylene-6-yl)pyrimidin-2-yl)amino)phenyl)morpholin-3-one